(S)-6-(bromomethyl)-4-(3-fluoro-2-methylphenyl)-2-(thiazol-2-yl)-1,4-dihydropyrimidine BrCC1=C[C@H](N=C(N1)C=1SC=CN1)C1=C(C(=CC=C1)F)C